ClC1=CC(=C(C=C1)CN1N=C(C=C1)OC1CCN(CC1)C(=O)OC(C)(C)C)F 2-methylpropan-2-yl 4-({1-[(4-chloro-2-fluorophenyl)methyl]pyrazol-3-yl}oxy)hexahydropyridine-1-carboxylate